4-(((4-(4-Methoxy-3-methylphenyl)bicyclo[2.2.2]octan-1-yl)methyl)(4-(1-(1-methylcyclobutyl)-1H-pyrazol-4-yl)pyrimidin-2-yl)carbamoyl)cyclohexyl trans-3-hydroxyazetidine-1-carboxylate OC1CN(C1)C(=O)OC1CCC(CC1)C(N(C1=NC=CC(=N1)C=1C=NN(C1)C1(CCC1)C)CC12CCC(CC1)(CC2)C2=CC(=C(C=C2)OC)C)=O